C1(=CC=CC=C1)C=1C=C(C=CC1Br)C(C)C1=CC(=C(C=C1)Br)C1=CC=CC=C1 2,2-bis-(3-phenyl-4-bromophenyl)-ethane